ClC1=NC=C2N(C(N(C2=N1)C1CCC(CC1)NCCNC1=CC=NC2=CC(=C(C=C12)[N+](=O)[O-])C)=O)C 2-Chloro-7-methyl-9-((1s,4s)-4-((2-((7-methyl-6-nitroquinolin-4-yl)amino)ethyl)Amino)cyclohexyl)-7,9-dihydro-8H-purin-8-one